C1(=CC=C(C=C1)N(C1=CC=C(C=C1)C1=CC=C(C=C1)N(C1=CC2=C(OC3=C2C=CC=C3)C=C1)C1=CC=C(C=C1)C1=CC=CC=C1)C1=CC3=C(OC2=C3C=CC=C2)C=C1)C1=CC=CC=C1 N4,N4'-di([1,1'-biphenyl]-4-yl)-N4,N4'-bis(dibenzo[b,d]furan-2-yl)-[1,1'-biphenyl]-4,4'-diamine